N-(tert-butoxycarbonyl)benzyloxycarbohydrazide C(C)(C)(C)OC(=O)N(NC(=O)NN)OCC1=CC=CC=C1